2,2,2-trifluoroethyl (1'R,2'R)-2,6-dihydroxy-5'-methyl-4-pentyl-2'-(prop-1-en-2-yl)-1',2',3',4'-tetrahydro-[1,1'-biphenyl]-3-sulfonate OC1=C(C(=CC(=C1S(=O)(=O)OCC(F)(F)F)CCCCC)O)[C@H]1[C@@H](CCC(=C1)C)C(=C)C